N4-((1H-Pyrazol-5-yl)methyl)-8-fluoro-7-(1H-pyrazol-5-yl)quinoline-2,4-diamine N1N=CC=C1CNC1=CC(=NC2=C(C(=CC=C12)C1=CC=NN1)F)N